N[C@@H]1CN(CC[C@@H]1F)C1=NC2=C(N1CC1=CC=C(C=N1)C#N)C=C(C=C2)C(F)(F)F 6-((2-((3R,4S)-3-Amino-4-fluoro-1-piperidinyl)-6-(trifluoromethyl)-1H-benzimidazol-1-yl)methyl)-3-pyridincarbonitril